N-[4-fluoro-5-[2-[(2R,6S)-2,6-dimethylmorpholin-4-yl]pyrimidin-5-yl]-2-[(3S,5S)-3,4,5-trimethylpiperazin-1-yl]phenyl]-6-oxo-4-(trifluoromethyl)-1H-pyridine-3-carboxamide FC1=CC(=C(C=C1C=1C=NC(=NC1)N1C[C@H](O[C@H](C1)C)C)NC(=O)C1=CNC(C=C1C(F)(F)F)=O)N1C[C@@H](N([C@H](C1)C)C)C